3,3'-dicarboxy-4,4'-bis(4-nitro-2-trifluoromethylphenoxy)biphenyl C(=O)(O)C=1C=C(C=CC1OC1=C(C=C(C=C1)[N+](=O)[O-])C(F)(F)F)C1=CC(=C(C=C1)OC1=C(C=C(C=C1)[N+](=O)[O-])C(F)(F)F)C(=O)O